5-[4-[[(4-cyclopropyl-2-pyridyl)amino]methyl]-2-fluoro-6-[(4-methoxyphenyl)methoxy]phenyl]-1,1-dioxo-1,2,5-thiadiazolidin-3-one C1(CC1)C1=CC(=NC=C1)NCC1=CC(=C(C(=C1)OCC1=CC=C(C=C1)OC)N1CC(NS1(=O)=O)=O)F